IC=1C=C(CNC2=C3N=CN(C3=NC=N2)[C@]2([C@H](O)[C@H](O)[C@H](O2)CO)[NH-])C=CC1 1-[N6-(3-iodobenzyl)-adenine-9-yl]-β-D-ribofuranosylamide